tert-butyl (1-((2-cyanopyridin-4-yl)methyl)piperidin-4-yl)carbamate C(#N)C1=NC=CC(=C1)CN1CCC(CC1)NC(OC(C)(C)C)=O